(3Z)-6-(hexoxymethoxy)-3-hexenyl-magnesium iodide C(CCCCC)OCOCC\C=C/CC[Mg]I